BrC=1C=CC(=C(C1)[C@@H]1CC=2N(C(NC2CC(=O)OCC)=S)C1)F ethyl (S)-2-(6-(5-bromo-2-fluorophenyl)-3-thioxo-2,5,6,7-tetrahydro-3H-pyrrolo[1,2-c]imidazol-1-yl)acetate